NC(CC(=O)O)C(NC(C(=O)OC)CC(=O)OCC)=O 3-amino-3-[(4-ethoxy-1-methoxy-1,4-dioxobutan-2-yl)carbamoyl]propionic acid